CC1=C(C=CC=C1C)C(CC1=NC(=NC=C1)C1OCC1)C=1N=CN(C1)C(C1=CC=CC=C1)(C1=CC=CC=C1)C1=CC=CC=C1 4-[2-(2,3-dimethylphenyl)-2-[1-(triphenylmethyl)imidazol-4-yl]ethyl]-2-(oxetan-2-yl)pyrimidine